CC1=C(CS(=O)(=O)C2=CC3=C(S\C(\C(N3)=O)=C/C3=C(C=C(C=C3OC)OC)OC)C=C2)C(=CC=C1)C (Z)-6-((2,6-dimethylbenzyl)sulfonyl)-2-(2,4,6-trimethoxybenzylidene)-2H-benzo[b][1,4]thiazin-3(4H)-one